bis(4-hydroxy-3-tert-butyl-phenyl)ethanoic n-butyl amide C(CCC)NC(C(C1=CC(=C(C=C1)O)C(C)(C)C)C1=CC(=C(C=C1)O)C(C)(C)C)=O